CC(CC(C)C(C(C(C(=O)[O-])(C(C)CC(C)(C)C)C(C)CC(C)(C)C)(O)C(=O)[O-])C(=O)[O-])(C)C tri(4,4-dimethyl-2-pentyl)citrate